N-{(3S)-4-[(6-chloro-4-oxo-3,4-dihydro-2H-1-benzopyran-2-carbonyl)amino]-3-hydroxybicyclo[2.2.2]octan-1-yl}-3-(difluoromethyl)-1,2-oxazole-5-carboxamide ClC=1C=CC2=C(C(CC(O2)C(=O)NC23[C@H](CC(CC2)(CC3)NC(=O)C3=CC(=NO3)C(F)F)O)=O)C1